ClC1=CC=C(C=C1)[C@H]([C@@H](C(=O)O)C)NS(=O)C(C)(C)C (2S,3S)-3-(4-chlorophenyl)-2-methyl-3-[(2-methylpropan-2-(R)-sulfinyl)amino]propanoic acid